1,7,7-Trimethylbicyclo[2.2.1]Heptan-2,3-diamin CC12C(C(C(CC1)C2(C)C)N)N